C(C)OC1=CC=C(C=C1)C(CCCCC)([Li])C1=CC(=CC=C1)C(CCCCC)(C1=CC=C(C=C1)OCC)[Li] 1,3-bis(1-(4-ethoxy-phenyl)1-lithiohexyl)benzene